CC1(OC2=C(C1)C=CC=C2O)C 2,3-dihydro-2,2-dimethyl-7-hydroxybenzofuran